FC=1C=C2C(C[C@H]([C@@H](C2=CC1F)NC(=O)NC=1C(=NC(=CC1)C)C1=CC=CC=C1)O)(C)C ((1r,2r)-6,7-difluoro-2-hydroxy-4,4-dimethyl-1,2,3,4-tetrahydronaphthalen-1-yl)-3-(6-methyl-2-phenylpyridin-3-yl)urea